(R)-7-((2-chloro-5-oxido-6,7-dihydrothieno[3,2-d]pyrimidin-4-yl)amino)quinolin-2(1H)-one ClC=1N=C(C2=C(N1)CC[S@]2=O)NC2=CC=C1C=CC(NC1=C2)=O